C(C)OC(C(=O)NCC1=NC=C(C=C1)C)=O.C1(CCCC1)\C=N\SC(C)(C)C (S)-N-[(E)-cyclopentylmethylene]-2-methyl-2-propanesulfenamide Ethyl-2-(((5-methylpyridin-2-yl)methyl)amino)-2-oxoacetate